Cl.NCCCC(=O)OC methyl 4-aminobutanoate hydrogen chloride salt